CN(CCCCC1OC(OC1)(CCCCCCCC\C=C/C\C=C/CCCCC)CCCCCCCCC\C=C/C\C=C/CCCC)C N,N-dimethyl-4-(2-((10Z,13Z)-octadeca-10,13-dien-1-yl)-2-((9Z,12Z)-octadeca-9,12-dien-1-yl)-1,3-dioxolan-4-yl)butan-1-amine